sulfonyl-xylose S(=O)(=O)=C([C@H]([C@@H]([C@H](C=O)O)O)O)O